C1(CC1)OC1=CC=C(C=C1)C1=CC=C(C=C1)CCCNC=1C2=C(N=C(N1)CC)SC(=C2)C N-(3-(4'-cyclopropoxy-[1,1'-biphenyl]-4-yl)propyl)-2-ethyl-6-methylthieno[2,3-d]pyrimidin-4-amine